4-((S)-1-((R)-3-methyl-2-((4-(pentafluoro-λ6-sulfaneyl)benzyl)oxy)butanamido)ethyl)benzoic acid CC([C@H](C(=O)N[C@@H](C)C1=CC=C(C(=O)O)C=C1)OCC1=CC=C(C=C1)S(F)(F)(F)(F)F)C